2-(((S)-1-(((S)-1,1-bis(4-ethoxyphenyl)propan-2-yl)amino)-3-methyl-1-oxobutan-2-yl)carbamoyl)-4-methoxypyridin-3-yl acetate C(C)(=O)OC=1C(=NC=CC1OC)C(N[C@H](C(=O)N[C@H](C(C1=CC=C(C=C1)OCC)C1=CC=C(C=C1)OCC)C)C(C)C)=O